BrC=1C(=NC=CC1)C[C@@H](C1=C(C=CC=C1)C1=NOC2=C1C=CC=C2)N[S@@](=O)C(C)(C)C (S)-N-{(S)-2-(3-Bromopyridine-2-yl)-1-[2-(benzo[d]isoxazol-3-yl)phenyl]ethyl}-2-methylpropane-2-sulfinamide